ClC1=CC(=C(OCC=2C=NC=C(C#N)C2)C=C1OCC=1C(=C(C=CC1)C1=C(C(=CC=C1)OCC#C)C)C)C=O 5-((4-Chloro-5-((2,2'-dimethyl-3'-(prop-2-yn-1-yloxy)-[1,1'-biphenyl]-3-yl)-methoxy)-2-formylphenoxy)methyl)nicotinonitrile